trivinyl-trimethylolpropane C(=C)C(CC(CO)(CO)CO)(C=C)C=C